N-(4-(1H-tetrazol-5-yl)phenyl)-4-(5-((5-butylpyridin-2-yl)methyl)-2,4-dioxothiazolidin-3-yl)butanamide N1N=NN=C1C1=CC=C(C=C1)NC(CCCN1C(SC(C1=O)CC1=NC=C(C=C1)CCCC)=O)=O